FC1=CC=C(C=C1)[C@@H]1CCC2=NN(C(N21)=O)C2CC(C2)C=2C=NC=CC2 (S)-5-(4-fluorophenyl)-2-((1R,3S)-3-(pyridin-3-yl)cyclobutyl)-2,5,6,7-tetrahydro-3H-pyrrolo[2,1-c][1,2,4]triazol-3-one